COC(=O)C=1CC(=C(N(C1C)C1=C(C(=CC=C1)Cl)Cl)C)C(=O)OCCC#N (2,3-dichloro-phenyl)-2,6-dimethyl-1,4-dihydro-pyridine-3,5-dicarboxylic acid 3-(2-cyano-ethyl) 5-methyl ester